C1(=CC=CC=C1)[NH+](C)C.C(C1=CC=CC=C1)[Si](OC(CCCCCCCC(=O)[O-])C(CCCCCCCC)O[Si](C)(C)CC1=CC=CC=C1)(C)C 9,10-bis(benzyldimethylsiloxy)stearic acid phenyldimethylammonium salt